[2-(tert-Butoxycarbonylamino)-2-methyl-propyl]-N-methoxy-N-methyl-carbamate C(C)(C)(C)OC(=O)NC(COC(N(C)OC)=O)(C)C